C(C=C)N(C(C)C=CC1=CC=CC=C1)C N-allyl-N-methyl-4-phenylbut-3-en-2-amine